2-(2,4-Dichloro-phenyl)-N-[6-(4-fluoro-benzylamino)-2-morpholin-4-yl-pyridin-3-yl]-acetamide ClC1=C(C=CC(=C1)Cl)CC(=O)NC=1C(=NC(=CC1)NCC1=CC=C(C=C1)F)N1CCOCC1